6'',6'''''-(((diisopropylgermanediyl)bis(methylene))bis(oxy))bis(3,5-di-tert-butyl-3''-fluoro-5'-methyl-[1,1':3',1''-terphenyl]-2'-ol) C(C)(C)[Ge](COC1=CC=C(C=C1C=1C(=C(C=C(C1)C)C1=CC(=CC(=C1)C(C)(C)C)C(C)(C)C)O)F)(COC1=CC=C(C=C1C=1C(=C(C=C(C1)C)C1=CC(=CC(=C1)C(C)(C)C)C(C)(C)C)O)F)C(C)C